1-((5-chloro-2-pyrimidinyl)methyl)-2-((3R,4R)-4-fluoro-3-(methylamino)-1-piperidinyl)-1H-benzimidazole-6-carbonitrile ClC=1C=NC(=NC1)CN1C(=NC2=C1C=C(C=C2)C#N)N2C[C@H]([C@@H](CC2)F)NC